CN1CCC(CC1)C1=CC(=C(C(=O)NC=2C=CC=C3C=CC=NC23)C=C1)C(F)(F)F 4-(1-Methylpiperidin-4-yl)-N-(quinolin-8-yl)-2-(trifluoromethyl)benzamide